C(C1=CC=CC=C1)(=O)OC1=NC=CC=C1N[C@H](C)C=1C=C(C=C2C(C(=C(OC12)C=1C=NC=CC1)C)=O)C 8-[(1R)-1-[(2-Benzoyloxy-3-pyridyl)amino]ethyl]-3,6-dimethyl-2-(3-pyridyl)chromen-4-one